C(C)(C)(C)OC(C1=C(C=CC=C1)CBr)=O bromomethylbenzoic acid tert-butyl ester